tert-butyl (2-(pyrazolo[5,1-b]thiazole-7-carbonyl)-2-azaspiro[3.3]heptan-6-yl)carbamate S1C=2N(C=C1)N=CC2C(=O)N2CC1(C2)CC(C1)NC(OC(C)(C)C)=O